N-butylamine hydroiodic acid salt I.C(CCC)N